SC(CCO)CCC 3-mercapto-hexanol